(3R)-4-{5-iodo-7-[3-methyl-1-(oxan-2-yl)-1H-pyrazol-5-yl]-4-(1-methyl-1H-pyrazol-5-yl)imidazo[1,5-b]pyridazin-2-yl}-3-methylmorpholine IC=1N=C(N2N=C(C=C(C21)C2=CC=NN2C)N2[C@@H](COCC2)C)C2=CC(=NN2C2OCCCC2)C